(±)-trans-4-phenyl-N-[trans-3-(4-methylphenoxy)cyclobutyl]pyrrolidine-3-carboxamide C1(=CC=CC=C1)[C@H]1[C@@H](CNC1)C(=O)N[C@@H]1C[C@H](C1)OC1=CC=C(C=C1)C |r|